4-methyl-3-[2-(1-methylpyrazol-4-yl)-6-(morpholin-4-yl)pyridin-4-yl]aniline CC1=C(C=C(N)C=C1)C1=CC(=NC(=C1)N1CCOCC1)C=1C=NN(C1)C